BrCC(=O)C1CC1 2-bromo-1-cyclopropyl-ethan-1-one